CC1=CN2C(S1)=NC(=C2)CC(=O)O 2-(2-methylimidazo[2,1-b]thiazol-6-yl)acetic acid